N[C@H](CCC1=CNC2=CC=CC=C12)C(=O)O D-Homotryptophan